1-hydroxypropyl-3-vinyl-imidazole bromide salt [Br-].OC(CC)C1=NC=CN1C=C